N-(4-methoxybenzyl)-2-(4-nitro-2-(pyridin-4-ylmethyl)-1H-imidazol-1-yl)acetamide COC1=CC=C(CNC(CN2C(=NC(=C2)[N+](=O)[O-])CC2=CC=NC=C2)=O)C=C1